O1CCOC2=C1C=CC(=C2)C=CC(=O)C2=CC=C(OC(C(=O)O)C)C=C2 2-[4-[3-(2,3-Dihydro-1,4-benzodioxin-6-yl)prop-2-enoyl]phenoxy]propanoic acid